(S)-4-(6-(2-methylpyrrolidin-1-yl)-4-(trifluoromethyl)pyridineamido)benzoic acid C[C@@H]1N(CCC1)C1=CC(=CC(=N1)C(=O)NC1=CC=C(C(=O)O)C=C1)C(F)(F)F